7-(4-bromo-3-chloro-benzoyl)-2-(4-methoxyphenyl)-3-oxo-N-[(2-pyrazol-1-ylphenyl)methyl]-6,8-dihydro-5H-imidazo[1,5-a]pyrazine-1-carboxamide BrC1=C(C=C(C(=O)N2CC=3N(CC2)C(N(C3C(=O)NCC3=C(C=CC=C3)N3N=CC=C3)C3=CC=C(C=C3)OC)=O)C=C1)Cl